ClCCCS(=O)(=O)C=1NC(=CC1)OC1=CC=CC=C1 2-((3-chloropropyl)sulfonyl)-5-phenoxyazole